allyl-tri(trimethylsiloxy)silane methyl-2-((4-chloro-2',3',4',5',6,6'-hexafluoro-[1,1'-biphenyl]-3-yl)oxy)-2-methylpropanoate COC(C(C)(C)OC=1C=C(C(=CC1Cl)F)C1=C(C(=C(C(=C1F)F)F)F)F)=O.C(C=C)[Si](O[Si](C)(C)C)(O[Si](C)(C)C)O[Si](C)(C)C